phosphoric acid di(dodecylphenyl) ester C(CCCCCCCCCCC)C1=C(C=CC=C1)OP(OC1=C(C=CC=C1)CCCCCCCCCCCC)(O)=O